6-(2-methoxyphenyl)-5-methylpyrrolo[2,3-b]pyrazine-7-carboxylic acid COC1=C(C=CC=C1)C1=C(C=2C(=NC=CN2)N1C)C(=O)O